1-(bicyclo[1.1.1]pentan-1-yl)-N-((R)-1-(3-(difluoromethyl)-2-fluorophenyl)ethyl)-4-(((1R,5S,8s)-3-methyl-3-azabicyclo[3.2.1]octan-8-yl)amino)-6-oxo-1,6-dihydropyridine-3-carboxamide C12(CC(C1)C2)N2C=C(C(=CC2=O)NC2[C@H]1CN(C[C@@H]2CC1)C)C(=O)N[C@H](C)C1=C(C(=CC=C1)C(F)F)F